tert-Butyl (2S,4R)-2-(2,5-difluorophenyl)-4-(N-ethyl-2,2,2-trifluoroacetamido)piperidine-1-carboxylate FC1=C(C=C(C=C1)F)[C@H]1N(CC[C@H](C1)N(C(C(F)(F)F)=O)CC)C(=O)OC(C)(C)C